C(CCCCCC)N(CCCCCCC)CC(=O)OCCCCCC 1-hexanol N,N-diheptylaminoacetate